2-((cyclopropylmethyl)amino)-1-(4-(2-(2,6-dimethylpyridin-4-yl)-3-isopropyl-1H-indol-5-yl)piperidin-1-yl)ethan-1-one C1(CC1)CNCC(=O)N1CCC(CC1)C=1C=C2C(=C(NC2=CC1)C1=CC(=NC(=C1)C)C)C(C)C